O=C(OCCOCCOCCNC(OC\C=C\CO)=O)NCCNC(CCCC[C@@H]1SC[C@@H]2NC(N[C@@H]21)=O)=O (E)-4-hydroxybut-2-en-1-yl (10,15-dioxo-19-((3aS,4S,6aR)-2-oxohexahydro-1H-thieno[3,4-d]imidazol-4-yl)-3,6,9-trioxa-11,14-diazanonadecyl)carbamate